CCCCCCCCCCCCCCCCCCCCCC(=O)N[C@@H](CO[C@H]1[C@@H]([C@H]([C@H]([C@H](O1)CO)O)OS(=O)(=O)O)O)[C@@H](/C=C/CCCCCCCCCCCCC)O The molecule is a galactosylceramide sulfate in which the sulfo group is located at position 3 and the ceramide N-acyl group is specified as docosanoyl. It is a N-acyl-beta-D-galactosylsphingosine and a galactosylceramide sulfate. It is a conjugate acid of a 1-(3-O-sulfo-beta-D-galactosyl)-N-docosanoylsphingosine(1-).